bis(perfluorodecanoyl) peroxide FC(C(=O)OOC(C(C(C(C(C(C(C(C(C(F)(F)F)(F)F)(F)F)(F)F)(F)F)(F)F)(F)F)(F)F)(F)F)=O)(C(C(C(C(C(C(C(C(F)(F)F)(F)F)(F)F)(F)F)(F)F)(F)F)(F)F)(F)F)F